N-{(2S,3R)-1-(bicyclo[1.1.1]pentane-1-carbonyl)-4,4-difluoro-2-[(3'-fluoro[1,1'-biphenyl]-3-yl)methyl]pyrrolidin-3-yl}ethanesulfonamide C12(CC(C1)C2)C(=O)N2[C@H]([C@H](C(C2)(F)F)NS(=O)(=O)CC)CC=2C=C(C=CC2)C2=CC(=CC=C2)F